COC(C1=C(C=C(C=C1)C)B1OC(C(O1)(C)C)(C)C)=O 4-methyl-2-(4,4,5,5-tetramethyl-1,3,2-dioxaborolan-2-yl)benzoic acid methyl ester